FC=1C=C(C=CC1)C=1OC2=C(C=C(C=C2C(C1C)=O)C)[C@@H](C)NC=1C(=NC=CC1)C(=O)O 3-[[(1R)-1-[2-(3-Fluorophenyl)-3,6-dimethyl-4-oxo-chromen-8-yl]ethyl]amino]pyridine-2-carboxylic acid